8-Cyclopentyl-2-((2-methoxy-4-(4-methylpiperazin-1-yl)phenyl)amino)-7-oxo-7,8-dihydropyrido[2,3-d]pyrimidine-6-carbonitrile C1(CCCC1)N1C(C(=CC2=C1N=C(N=C2)NC2=C(C=C(C=C2)N2CCN(CC2)C)OC)C#N)=O